1-fluoro-7-methoxy-N-(2-methoxyethyl)-6-[3-(pyrrolidin-1-yl)propoxy]acridin FC1=CC=CC=2N(C3=CC(=C(C=C3CC12)OC)OCCCN1CCCC1)CCOC